dibutylamino-N,N-dibutylpropionic acid amide C(CCC)N(CCCC)C(C(=O)N(CCCC)CCCC)C